tert-butyl 3-[4-[4-chloro-7-[4-fluoro-2-(2-methoxyethoxy)phenyl]thieno[3,2-c]pyridin-6-yl]pyrazol-1-yl]azetidine-1-carboxylate ClC1=NC(=C(C2=C1C=CS2)C2=C(C=C(C=C2)F)OCCOC)C=2C=NN(C2)C2CN(C2)C(=O)OC(C)(C)C